2-imino-3-(4-methyl-2-((2,2,2-trifluoroethoxy)methyl)phenyl)thiazolidin-4-one N=C1SCC(N1C1=C(C=C(C=C1)C)COCC(F)(F)F)=O